C1=CC=CC=2OP(OC3=C(C21)C=CC=C3)OC\C=C/COP3OC2=C(C1=C(O3)C=CC=C1)C=CC=C2 (Z)-1,4-bis(dibenzo[d,f][1,3,2]dioxaphosphepin-6-yloxy)but-2-ene